1-amino-3-fluorocyclobutane-1-carboxylic Acid NC1(CC(C1)F)C(=O)O